(S)-2-methylenetetrahydro-1H-pyrrolizine C=C1C[C@@H]2CCCN2C1